C[C@@H](C(=O)N[C@H](CCC(=O)N[C@@H](CCCCN)C(=O)N[C@H](C)C(=O)N[C@H](C)C(=O)O)C(=O)O)NC(=O)[C@@H](C)O[C@H]1[C@@H]([C@H](OC([C@@H]1NC(=O)C)OP(=O)(O)OP(=O)(O)OC[C@@H]2[C@H]([C@H]([C@@H](O2)N3C=CC(=O)NC3=O)O)O)CO)O The molecule is uDP-glycopeptide having N-acetylmuramoyl as the glyco portion and L-alanyl-D-glutamyl-L-lysyl-D-alanyl-D-alanine as the peptide portion (attached via an amide bond between the amino terminus and the muramoyl carboxy group). It is a conjugate acid of an UDP-N-acetylmuramoyl-L-alanyl-gamma-D-glutamyl-L-lysyl-D-alanyl-D-alanine(3-).